N-(2-fluoroethyl)-N-methyl-2-phenylimidazo[1,2-a]pyridin-7-amine FCCN(C1=CC=2N(C=C1)C=C(N2)C2=CC=CC=C2)C